Methyl-2-[2-methyl-3-(trifluoromethyl)phenyl]-5-[1-(phenylsulfonyl)-1H-pyrrolo[2,3-b]pyridin-4-yl]-1H-pyrrole-3-carboxylate COC(=O)C1=C(NC(=C1)C1=C2C(=NC=C1)N(C=C2)S(=O)(=O)C2=CC=CC=C2)C2=C(C(=CC=C2)C(F)(F)F)C